FC1=CC=C(C=C1)S(=O)(=O)NC[C@@]1(CN(CC1)C(C)(C)C=1C=NC(=CC1)C)CCC=1SC(=CC1)F |o1:12| (S or R)-4-fluoro-N-((3-(2-(5-fluorothiophen-2-yl)ethyl)-1-(2-(6-methylpyridin-3-yl)propan-2-yl)pyrrolidin-3-yl)methyl)benzenesulfonamide